5-Methyl-2-pent-3-en-2-ylbenzene-1,3-diol CC=1C=C(C(=C(C1)O)C(C)C=CC)O